(1s,3s)-3-(5,7-difluoro-2-(4-fluorophenyl)-1H-indol-3-yl)cyclobutan-1-ol FC=1C=C2C(=C(NC2=C(C1)F)C1=CC=C(C=C1)F)C1CC(C1)O